ClC=1C=C(C=2N(N1)C=CN2)N2CC(C2)(C)C(F)F 6-chloro-8-(3-(difluoromethyl)-3-methylazetidin-1-yl)imidazo[1,2-b]pyridazine